C1(CCCC1)NCC(=O)N 2-(cyclopentylamino)acetamide